C(C=C)(=O)N[C@@H]1[C@@H](CCC1)NC(=O)C=1SC=2N=CC=C3N(C(NC1C23)=O)C=2C=NC(=CC2C)CC(C)C N-((1R,2S)-2-Acrylamidocyclopentyl)-5-(S)-(6-isobutyl-4-methyl-pyridin-3-yl)-4-oxo-4,5-dihydro-3H-1-thia-3,5,8-triazaacenaphthylene-2-carboxamide